(1R,3S,5R)-2-(2-(4-amino-6-(furan-3-yl)-8-methyl-9H-pyrimido[4,5-b]indol-9-yl)acetyl)-N-(6-bromopyridin-2-yl)-2-azabicyclo[3.1.0]hexane-3-carboxamide NC1=NC=NC=2N(C3=C(C=C(C=C3C21)C2=COC=C2)C)CC(=O)N2[C@@H]1C[C@@H]1C[C@H]2C(=O)NC2=NC(=CC=C2)Br